N=1C=CN2N=C(C=CC21)C=2C(NC(NC2)=O)=O 5-(imidazo[1,2-b]pyridazin-6-yl)pyrimidine-2,4(1H,3H)-dione